3-amino-3-{[3-oxo-3-(pentan-2-yloxy)propyl]carbamoyl}propanoic acid NC(CC(=O)O)C(NCCC(OC(C)CCC)=O)=O